CS(=O)CC[C@@H](C(=O)O)NC(CCCCCCCCCCCCC)=O (2S)-4-(methylsulfinyl)-2-tetradecanamidobutanoic acid